diethyl-phenyl-dodecyl-ammonium chloride [Cl-].C(C)[N+](CCCCCCCCCCCC)(C1=CC=CC=C1)CC